2-(N-methylphenylsulfonamido)benzoic acid methyl ester COC(C1=C(C=CC=C1)N(S(=O)(=O)C1=CC=CC=C1)C)=O